FC=1C=C(C(=NC1)CCC(=O)O)NC(C(C)(C)C)=O 3-(5-Fluoro-3-pivalamidopyridin-2-yl)propanoic acid